C(CCCCCCC=CCC=CCCC)C=1C=C(C=CC1)O 3-(8,11-pentadecdienyl)phenol